N1N=C(C2=C1C=NC=N2)C(=O)N Pyrimidinopyrazolecarboxylic acid amide